N-(2-(4-(azidomethyl)piperidin-1-yl)ethyl)-4-(trifluoromethoxy)benzenesulfonamide N(=[N+]=[N-])CC1CCN(CC1)CCNS(=O)(=O)C1=CC=C(C=C1)OC(F)(F)F